Allyl isopentyloxyacetate (Allyl Amyl Glycolate) C(C=C)CCCCCC(C(=O)O)O.C(CC(C)C)OCC(=O)OCC=C